FC=1C=C(C=C(C1)F)NC(C)C=1C=C(C=C2C(C=C(OC12)N1CCOCC1)=O)N1C(COCC1)=O 4-(8-(1-((3,5-difluorophenyl)amino)ethyl)-2-morpholino-4-oxo-4H-chromen-6-yl)morpholin-3-one